FC=1C=C(OCCN(CC[C@@H](C(=O)O)NC2=NC=C(N=C2)OC)CCCCC2=NC=3NCCCC3C=C2)C=C(C1)F (S)-4-((2-(3,5-difluorophenoxy)ethyl)(4-(5,6,7,8-tetrahydro-1,8-naphthyridin-2-yl)butyl)amino)-2-((5-methoxypyrazin-2-yl)amino)butanoic acid